(5-Cyanothiazol-2-yl)carbamic acid tert-butyl ester C(C)(C)(C)OC(NC=1SC(=CN1)C#N)=O